4-oxo-2-(tritylamino)-4,7-dihydro-3H-pyrrolo[2,3-d]pyrimidine-5-carbonitrile O=C1C2=C(N=C(N1)NC(C1=CC=CC=C1)(C1=CC=CC=C1)C1=CC=CC=C1)NC=C2C#N